COC1=NC=CC(=C1N1CCC(CC1)N1C(N(C=2C(C1)=CN(N2)C)C(C)C2=C(C=CC=C2)C(F)(F)F)=O)C 5-(2'-Methoxy-4'-methyl-3,4,5,6-tetrahydro-2H-[1,3']bipyridinyl-4-yl)-2-methyl-7-[1-(2-trifluoromethylphenyl)-ethyl]-2,4,5,7-tetrahydro-pyrazolo[3,4-d]pyrimidin-6-one